tert-butyl 4-[4-[carbamoyl-(3-ethoxy-3-oxo-propyl)amino]phenyl]piperidine-1-carboxylate C(N)(=O)N(C1=CC=C(C=C1)C1CCN(CC1)C(=O)OC(C)(C)C)CCC(=O)OCC